FC1(CCC(CC1)NC=1C=C(OC2CN(C2)C(=O)OC)C=C(C1)N1N=C(C=C1)C)F methyl 3-(3-((4,4-difluorocyclohexyl)amino)-5-(3-methyl-1H-pyrazol-1-yl)phenoxy)azetidine-1-carboxylate